ClC=1C=C2C(=NC1)C(=C(O2)CCC)I 6-chloro-3-iodo-2-propylfuro[3,2-b]pyridine